1-(2,3,5-trimethoxyphenyl)propan-2-amine COC1=C(C=C(C=C1OC)OC)CC(C)N